6-Methoxy-2-[2-(3'-methoxyphenyl)ethyl]chromone COC1=CC=C(C=C1)CCC2=CC(=O)C3=C(O2)C=CC(=C3)OC